O=C1C(=NN(C2=CC=CC(=C12)N1CCCCC1)C1=CC=C(C=C1)OC(F)(F)F)C(=O)O 4-oxo-5-(1-piperidinyl)-1-[4-(trifluoromethoxy)phenyl]cinnoline-3-carboxylic acid